benzfuranmethanol O1C(=CC2=C1C=CC=C2)CO